O=C1NC2C=CC=CC2C=C1C(=O)N 2-oxo-1,2,4a,8a-tetrahydroquinoline-3-carboxamide